BrC1=C(C(=C(C=C1)F)F)C 1-bromo-3,4-difluoro-2-meth-ylbenzene